C(C)(=O)C=1C(=NC(=CC1)N1C=NC2=C1C=CC(=C2)N2CCN(CC2)C)N2N=C(C=C2C)C#N 1-[3-acetyl-6-[5-(4-methylpiperazin-1-yl)benzimidazol-1-yl]-2-pyridinyl]-5-methyl-pyrazole-3-carbonitrile